FC=1C=CC=C2C=C(C(NC12)=O)NC1=NC(=NC=C1)NC=1C=NC(=C(C1)OC)N1CCC(CC1)(C)O 8-fluoro-3-{2-[6-(4-hydroxy-4-methyl-1-piperidyl)-5-methoxy-3-pyridylamino]-4-pyrimidinylamino}-1,2-dihydro-2-quinolinone